N-butanoyl-Phenylglycine C(CCC)(=O)NC(C1=CC=CC=C1)C(=O)O